FC1=C(OC2C[C@@H]3[C@@H](CN(C3)CC(O)C3=CC=C(C=C3)O)C2)C=CC(=C1)C rac-4-(2-((3aR,5s,6aS)-5-(2-fluoro-4-methylphenoxy)hexa-hydrocyclopenta[c]pyrrol-2(1H)-yl)-1-hydroxyethyl)phenol